cis-3-amino-2-((2-phenyl-1,3-thiazol-4-yl)methyl)piperidine-1-carboxylic acid tert-butyl ester C(C)(C)(C)OC(=O)N1[C@H]([C@H](CCC1)N)CC=1N=C(SC1)C1=CC=CC=C1